CC1(CC12CC2)CN (1-methylspiro[2.2]pentan-1-yl)methanamine